Z-β-ocimene C=C\C(\C)=C/CC=C(C)C